C(O)CN.S(=O)(=O)(OCCCCCCCCCCCC)O dodecyl sulfate ethanolamine salt